NCCOC([C@@H](N)CCC(=O)OCCN)=O glutamic acid di(β-aminoethyl) ester